(4-methylpiperazin-1-yl)(3-nitro-5-(trifluoromethyl)phenyl)methanone CN1CCN(CC1)C(=O)C1=CC(=CC(=C1)C(F)(F)F)[N+](=O)[O-]